ClC1=C(C=C(C=C1)NC(=O)NC1=CC(=C(C=C1)F)C(=O)C=1C=C2N=C(C=NC2=CC1)N1CCCC1)C(F)(F)F 1-(4-chloro-3-(trifluoromethyl)phenyl)-3-(4-fluoro-3-(3-(pyrrolidin-1-yl)quinoxaline-6-carbonyl)phenyl)urea